N-[(1S)-1-[(1R)-6-[1-(2-amino-1,1-dimethyl-ethyl)pyrazol-4-yl]indan-1-yl]-2-[4-(3,5-dimethyl-1H-pyrazol-4-yl)anilino]-2-oxo-ethyl]-2-methyl-pyrazole-3-carboxamide NCC(C)(C)N1N=CC(=C1)C1=CC=C2CC[C@H](C2=C1)[C@@H](C(=O)NC1=CC=C(C=C1)C=1C(=NNC1C)C)NC(=O)C=1N(N=CC1)C